N1=CC(=CC=C1)[C@H]1[C@@H](C1)B(O)O TRANS-2-PYRIDIN-3-YLCYCLOPROPANEBORONIC ACID